1,10-bis(trichlorosilyl)decane methyl-2-methyl-1,3-dioxolane-4-carboxylate COC(=O)C1OC(OC1)C.Cl[Si](CCCCCCCCCC[Si](Cl)(Cl)Cl)(Cl)Cl